C(C)(=O)N1CCC2(CC(C(N2)=O)CC(C(=O)OC)NC([C@H](CC2CCCCC2)NC(=O)OCC2=CC(=CC=C2)Cl)=O)CC1 methyl 3-(8-acetyl-2-oxo-1,8-diazaspiro[4.5]decan-3-yl)-2-((S)-2-((((3-chlorobenzyl)oxy)carbonyl)amino)-3-cyclohexylpropanamido)propanoate